(1S,2S)-2-fluoro-N-(3-(2-(methoxy-d3)phenyl)-1-((2-(trimethylsilyl)ethoxy)methyl)-1H-pyrazolo[3,4-b]pyridin-6-yl)cyclopropane-1-carboxamide F[C@@H]1[C@@H](C1)C(=O)NC1=CC=C2C(=N1)N(N=C2C2=C(C=CC=C2)OC([2H])([2H])[2H])COCC[Si](C)(C)C